C(C)(C)(C)OC(N(C12C(=NNC1=O)COCC2)O)=O hydroxy-N-{3-oxo-2H,3H,3aH,4H,5H,7H-pyrano[3,4-c]pyrazol-3a-yl}carbamic acid tert-butyl ester